NC1=NC=CC=C1CCC[C@@H](C(=O)O)NC(=O)OC(C)(C)C (2S)-5-(2-aminopyridin-3-yl)-2-{[(tertbutoxy)carbonyl]amino}pentanoic acid